ethyl (4S,5S)-4-(7-((tert-butoxycarbonyl)(thiophen-2-ylmethyl)amino)-5-chloro-3-methylthieno[3,2-b]pyridin-2-yl)-5-nitrocyclohex-1-ene-1-carboxylate C(C)(C)(C)OC(=O)N(C1=C2C(=NC(=C1)Cl)C(=C(S2)[C@H]2CC=C(C[C@@H]2[N+](=O)[O-])C(=O)OCC)C)CC=2SC=CC2